ClC1=CC(=C(C=C1)NC(=O)C1CN(C1)C)C(N[C@H](C(C(=O)NC)=O)C[C@H]1C(N[C@@H](C1)C)=O)=O N-[4-chloro-2-[[(1S)-3-(methylamino)-1-[[(3S,5R)-5-methyl-2-oxo-pyrrolidin-3-yl]methyl]-2,3-dioxo-propyl]carbamoyl]phenyl]-1-methyl-azetidine-3-carboxamide